ClC1=CC=2CN(CN3C2C(=C1C(=O)N[C@H](C(=O)O)CC1=CC(=CC=C1)S(=O)(=O)C)C=C3)C(=O)C=3NC1=CC=CC=C1C3 (S)-2-(8-chloro-2-(1H-indole-2-carbonyl)-2,3-dihydro-1H-pyrrolo[3,2,1-ij]quinazolin-7-carboxamido)-3-(3-(methylsulfonyl)phenyl)propionic acid